ethyl 2-[[6-(4,4-difluoropiperidin-1-yl)-5-fluoropyridin-3-yl]formohydrazido]-2-oxoacetate FC1(CCN(CC1)C1=C(C=C(C=N1)C(=O)NNC(C(=O)OCC)=O)F)F